3-(8-methyl-3,8-diazabicyclo[3.2.1]Oct-3-yl)benzene-1,2-diamine CN1C2CN(CC1CC2)C2=C(C(=CC=C2)N)N